C1C(CC2=CC=CC=C12)NC(=O)C1=C(N=C2SC=CN21)C2=CC1=CC=CC=C1C=C2 N-(2,3-dihydro-1H-inden-2-yl)-6-(naphthalen-2-yl)imidazo[2,1-b]thiazole-5-carboxamide